C(\C=C/CCC)(=O)OC(\C=C/CCC)=O cis-2-hexenoic acid, cis-2-hexenoyl ester